triphenyl-phosphonium tetra(pentafluorophenyl)borate FC1=C(C(=C(C(=C1[B-](C1=C(C(=C(C(=C1F)F)F)F)F)(C1=C(C(=C(C(=C1F)F)F)F)F)C1=C(C(=C(C(=C1F)F)F)F)F)F)F)F)F.C1(=CC=CC=C1)[PH+](C1=CC=CC=C1)C1=CC=CC=C1